3-{[(phenylamino)carbonyl]amino}benzenesulfonamide C1(=CC=CC=C1)NC(=O)NC=1C=C(C=CC1)S(=O)(=O)N